(R)-2-methyl-N-(1-(5-((1-methylcyclopentyl)methoxy)pyridin-2-yl)ethylidene)propane-2-sulfinamide CC(C)(C)[S@@](=O)N=C(C)C1=NC=C(C=C1)OCC1(CCCC1)C